B(C1=CC2=C(C=C1)OCO2)(O)O 3,4-(methylenedioxy)phenylboronic acid